[O-]S(=O)(=O)C(F)(F)F.CC(C(=O)O[NH3+])(C)C 2,2-dimethylpropionyloxyammonium triflate